C(C)OC1=CC=CC=2N=C(SC21)NC(C(=CNC2=NC=CC1=CC=C(C=C21)C2=NOC(=N2)C)O)=O (S)-N-(7-ethoxybenzo[d]thiazol-2-yl)-2-hydroxy-3-((7-(5-methyl-1,2,4-oxadiazol-3-yl)isoquinolin-1-yl)amino)propenamide